ClC1=C(C=C(C=C1)C1=CC(=CC=C1)C(C)(C)O)C[C@@H](C(=O)NC1=CC=C(C=C1)C=1N(C=NC1C)C)NC(=O)C=1N(N=CC1)C N-[(1S)-[[2-chloro-5-[3-(1-hydroxy-1-methyl-ethyl)phenyl]phenyl]methyl]-2-[4-(3,5-dimethylimidazol-4-yl)anilino]-2-oxo-ethyl]-2-methyl-pyrazole-3-carboxamide